N-(6-chloro-9H-carbazol-2-yl)acetamide ClC=1C=C2C=3C=CC(=CC3NC2=CC1)NC(C)=O